iso-Hexadecan CCCCCCCCCCCCCC(C)C